CC1N(C(CCC1)C)C(=O)N[C@@H](CC(C)(C)C)C(=O)N[C@H](CC1=CN(C2=CC=CC=C12)C(=O)OC)C(=O)N[C@H](CCCC)C(=O)O N-cis-2,6-dimethylpiperidinocarbonyl-L-gamma-methylleucyl-D-1-methoxycarbonyltryptophanyl-D-norleucine